(S)-2-((4-((2-hydroxy-1-phenylethyl)amino)-5-(3-methyl-1,2,4-oxadiazol-5-yl)pyridin-2-yl)amino)-6,7-dihydro-5H-pyrrolo[3,4-b]pyridin-5-one OC[C@H](C1=CC=CC=C1)NC1=CC(=NC=C1C1=NC(=NO1)C)NC1=CC=C2C(=N1)CNC2=O